(2S,5R)-3-Imino-2,5-dimethyl-2-(oxetan-3-yl)-5-(8-(prop-1-yn-1-yl)dibenzo[b,d]thiophen-2-yl)thiomorpholine 1,1-dioxide N=C1N[C@@](CS([C@]1(C1COC1)C)(=O)=O)(C1=CC2=C(SC3=C2C=C(C=C3)C#CC)C=C1)C